(S)-5-(3-(2,2-difluoroethyl)-2-methyl-3H-imidazo[4,5-b]pyridin-5-yl)-N-(tetrahydro-2H-pyran-3-yl)pyrrolo[2,1-f][1,2,4]triazin-2-amine FC(CN1C(=NC=2C1=NC(=CC2)C=2C=CN1N=C(N=CC12)N[C@@H]1COCCC1)C)F